C(C)(C)(C)OC(=O)N1CC(C1)(C1=CC=C(C=C1)C(C)C)O 3-hydroxy-3-(4-isopropylphenyl)azetidine-1-carboxylic acid tert-butyl ester